ClC1=NC(=C(C(=N1)N)[N+](=O)[O-])C12CC(C1)(C2)C(F)(F)F 2-chloro-5-nitro-6-(3-(trifluoromethyl)bicyclo[1.1.1]pentan-1-yl)pyrimidin-4-amine